(R)-4-amino-N-(cyclopropylmethyl)-7-fluoro-3-methyl-N-((2-(1-methylpiperidin-4-yl)benzo[d]thiazol-6-yl)methyl)-1,3-dihydrofuro[3,4-c]quinoline-8-carboxamide NC1=NC=2C=C(C(=CC2C2=C1[C@H](OC2)C)C(=O)N(CC2=CC1=C(N=C(S1)C1CCN(CC1)C)C=C2)CC2CC2)F